OC(C(=O)O)CC(CO)O 2,4,5-trihydroxypentanoic acid